N-[[1-[3-amino-6-(2-hydroxyphenyl)pyridazin-4-yl]-4-phenyl-4-piperidyl]methyl]-1-[2-(2,6-dioxo-3-piperidyl)-1,3-dioxo-isoindolin-4-yl]piperidine-4-carboxamide NC=1N=NC(=CC1N1CCC(CC1)(C1=CC=CC=C1)CNC(=O)C1CCN(CC1)C1=C2C(N(C(C2=CC=C1)=O)C1C(NC(CC1)=O)=O)=O)C1=C(C=CC=C1)O